pentafluorobenzoic acid potassium salt [K+].FC1=C(C(=C(C(=C1C(=O)[O-])F)F)F)F